C1(CCCCC1)C(O)C1N2C(C3=CC=CC=C13)=CN=C2 cyclohexyl(5H-imidazo[5,1-a]isoindol-5-yl)methanol